((3H-imidazo[4,5-b]pyridin-7-yl)methoxy)-5-(2,5-dimethyl-1,2,3,4-tetrahydroisoquinolin-7-yl)pyrazin-2-amine N1=CNC2=NC=CC(=C21)COC=2C(=NC=C(N2)C2=CC(=C1CCN(CC1=C2)C)C)N